O.C1(CC1)C(=O)O cyclopropane-1-carboxylic acid Hydrate